7-(Imidazo[1,2-a]pyridin-6-yl)-6-(3-trifluoromethylphenyl)-2,3-dihydropyrazolo[5,1-b]oxazole N=1C=CN2C1C=CC(=C2)C=2C(=NN1C2OCC1)C1=CC(=CC=C1)C(F)(F)F